4-cinnamyl-N-hydroxy-2,2-dimethyl-3-oxo-3,4-dihydro-2H-benzo[b][1,4]oxazine-6-carboxamide C(C=CC1=CC=CC=C1)N1C2=C(OC(C1=O)(C)C)C=CC(=C2)C(=O)NO